N(=[N+]=[N-])CCOCCC=O 3-(2-azidoethoxy)propan-1-one